C(CCC)OC1=CC=C(C(=O)C2=CC=CC=C2)C=C1 4-butoxybenzophenone